FC1=C(C=CC=C1)[C@H]1[C@@](C1)(C(=O)NS(=O)(=O)C=1C=2C=CC(=NC2C=CC1)C)C1=C(C=CC(=C1)C)OC |r| rac-(1r,2r)-2-(2-fluorophenyl)-1-(2-methoxy-5-methylphenyl)-N-(2-methylquinoline-5-sulfonyl)cyclopropane-1-carboxamide